C(C)(C)(C)OC(=O)N1C[C@H](CC1)[C@@H](C(=O)OC(C)(C)C)CC1=C(C=CC(=C1)C=O)F (R)-3-((S)-1-(tert-butoxy)-3-(2-fluoro-5-formylphenyl)-1-oxopropan-2-yl)pyrrolidine-1-carboxylic acid tert-butyl ester